5-[[5-cyclopropyl-3-(2,6-dichlorophenyl)-1,2-oxazol-4-yl]methoxy]-3-ethyl-2-azabicyclo[2.2.1]heptane-2-carboxylic acid tert-butyl ester C(C)(C)(C)OC(=O)N1C2CC(C(C1CC)C2)OCC=2C(=NOC2C2CC2)C2=C(C=CC=C2Cl)Cl